C(C1=CC=CC=C1)C1=C(OCCN2CCN(CC2)CC)C=CC(=C1)Cl 1-(2-(2-benzyl-4-chlorophenoxy)ethyl)-4-ethylpiperazine